C(C)OC(CC1=C(C=C(C=C1)NC(=O)OC(C)(C)C)OCC1=COC2=C1C=C(C=C2)Br)=O 2-(2-((5-bromobenzofuran-3-yl)methoxy)-4-((tert-butoxycarbonyl)amino)phenyl)acetic acid ethyl ester